C(CCCCC)OC(CCCCCCCC(CCCC)C)OCCCCCC 1,1-dihexyloxy-9-methyltridecane